C1(=CC=CC=C1)[Mg]CCCC phenyl-n-butylmagnesium